ClC=1C=C(C=C(C1)F)C1CC=NN1C(=O)N1CC(C1)OC1=CC(=NC=C1F)N1N=C(C(=C1C)C(=O)N)C 1-(4-((1-(5-(3-chloro-5-fluorophenyl)-4,5-dihydro-1H-pyrazole-1-carbonyl)azetidin-3-yl)oxy)-5-fluoropyridin-2-yl)-3,5-dimethyl-1H-pyrazole-4-carboxamide